N-{3-[({2-[(6-cyanopyridin-3-yl)amino]-5-(trifluoromethyl)pyrimidin-4-yl}amino)methyl]pyridin-2-yl}-N-methylmethane-sulfonamide C(#N)C1=CC=C(C=N1)NC1=NC=C(C(=N1)NCC=1C(=NC=CC1)N(S(=O)(=O)C)C)C(F)(F)F